FC=1C=CC=2C(C3=CC=CC=C3SC2C1)=O 3-fluorothioxanthone